5-Fluoro-1-(3-(4-(cyclobutylcarbonyl)piperazine-1-carbonyl)benzyl)quinazoline-2,4(1H,3H)-dione FC1=C2C(NC(N(C2=CC=C1)CC1=CC(=CC=C1)C(=O)N1CCN(CC1)C(=O)C1CCC1)=O)=O